4-methyl-4-hexenal CC(CCC=O)=CC